ClC=1C=CC(=C(C1)C1=NN(C=C1NC(=O)C=1C=NN2C1N=CC=C2)C\C=C\CCl)OC(F)F N-[3-[5-chloro-2-(difluoromethoxy)phenyl]-1-[(2E)-4-chlorobut-2-en-1-yl]-1H-pyrazol-4-yl]Pyrazolo[1,5-a]Pyrimidine-3-carboxamide